NCCC1=CC=C(N(CCOC)CC)C=C1 4-(2-aminoethyl)-N-ethyl-N-(2-methoxyethyl)aniline